COC(/C(=C\O)/OC1=C(C=CC(=C1)C1CCCC1)C)=O (E)-2-(5-cyclopentyl-2-methyl-phenoxy)-3-hydroxy-prop-2-enoic acid methyl ester